7-methylene-4-azaspiro[2.5]octane C=C1CCNC2(CC2)C1